(3-methoxy-4-((3-(7-((1-methylpiperidin-4-yl)amino)-3-(2,2,2-trifluoroethyl)thieno[3,2-b]pyridin-2-yl)prop-2-yn-1-yl)amino)phenyl)dimethylphosphine oxide COC=1C=C(C=CC1NCC#CC1=C(C2=NC=CC(=C2S1)NC1CCN(CC1)C)CC(F)(F)F)P(C)(C)=O